methyl 3-[(5S)-5-(3,5-difluorophenyl)-3-oxo-6,7-dihydro-3H-pyrrolo[2,1-c][1,2,4]triazol-2(5H)-yl]bicyclo[1.1.1]pentane-1-carboxylate FC=1C=C(C=C(C1)F)[C@@H]1CCC2=NN(C(N21)=O)C21CC(C2)(C1)C(=O)OC